methyltri-n-dodecyl-phosphonium C[P+](CCCCCCCCCCCC)(CCCCCCCCCCCC)CCCCCCCCCCCC